C(CCCCCCCCCCCC)([N+](CC)(CC)CC)[N+](CC)(CC)CC Tridecylidenebis(triethylammonium)